N-(3-(3-amino-3-ethylpentylsulfonimidoyl)phenyl)-2-((6-fluoro-2-methylpyridin-3-yl)oxy)-4-methyl-5-(trifluoromethyl)nicotinamide NC(CCS(=O)(=N)C=1C=C(C=CC1)NC(C1=C(N=CC(=C1C)C(F)(F)F)OC=1C(=NC(=CC1)F)C)=O)(CC)CC